tert-butyl (2R,5R)-2-{[(4-{3-iodo-4-oxo-1H,5H,6H,7H-pyrrolo[3,2-c]pyridin-2-yl}pyridin-3-yl)oxy]methyl}-5-methylpyrrolidine-1-carboxylate IC1=C(NC2=C1C(NCC2)=O)C2=C(C=NC=C2)OC[C@@H]2N([C@@H](CC2)C)C(=O)OC(C)(C)C